2,4,5-triaminoaniline NC1=C(N)C=C(C(=C1)N)N